C(CCCCCCCCCCCCCCC(C)C)(=O)OCCN(CC)CC diethylaminoethyl isostearate